CC1(OC([C@H]2[C@@H](O1)C=C(CC2)C)(C)C)C (4aR,8aS)-2,2,4,4,7-pentamethyl-4a,5,6,8a-tetrahydro-4H-benzo[d][1,3]dioxine